P1(OC(CCO1)N)=O.[K].[K] dipotassium aminotrimethylene phosphonate